6-(4-fluoro-2-(4-methyl-4H-1,2,4-triazol-3-yl)phenyl)isoindolin-1-one FC1=CC(=C(C=C1)C1=CC=C2CNC(C2=C1)=O)C1=NN=CN1C